4-Amino-6-((4-bromo-2-(trifluoromethoxy)phenyl)amino)-N-(2,3-dihydro-1H-inden-2-yl)picolinamide NC1=CC(=NC(=C1)NC1=C(C=C(C=C1)Br)OC(F)(F)F)C(=O)NC1CC2=CC=CC=C2C1